O=C1NC(CCC1N1C(C2=CC=CC(=C2C1=O)NCC=1N=NN(C1)CCOCCC(=O)O)=O)=O 3-[2-[4-[[[2-(2,6-dioxo-3-piperidyl)-1,3-dioxo-isoindolin-4-yl]amino]methyl]triazol-1-yl]ethoxy]propanoic acid